NC=1C(=NC(=C(N1)C=1OC=CN1)C=1C=CC=2N(C1)C(=CN2)C)C(=O)NCCN(C)C 3-amino-N-(2-(dimethylamino)ethyl)-6-(3-methylimidazo[1,2-a]pyridin-6-yl)-5-(oxazol-2-yl)pyrazine-2-carboxamide